CC1(COB(OC1)C1=C(C=CC2=C1C=C(S2)NC(OC(C)(C)C)=O)F)C tert-Butyl N-[4-(5,5-dimethyl-1,3,2-dioxaborinan-2-yl)-5-fluoro-benzothiophen-2-yl]carbamate